FC(C(=O)O)(F)F.CC1=C(C=C(C=C1)NC(=O)C1CNCC1)C(N[C@H](C)C1=CC=CC2=CC=CC=C12)=O N-(4-methyl-3-(((R)-1-(naphthalen-1-yl)ethyl)carbamoyl)phenyl)pyrrolidine-3-carboxamide 2,2,2-trifluoroacetate